ClC=1C=C(C=CC1)CC[C@@H](C(=O)O)N(C(CCC=C)=O)C (2S)-4-(3-chlorophenyl)-2-[methyl-(pent-4-enoyl)amino]butanoic acid